FC(N1C=C(C2=CC(=CC=C12)F)S(=O)(=O)C1=CC(=CC=C1)N1CCNCC1)F 1-(difluoromethyl)-5-fluoro-3-((3-(piperazin-1-yl)phenyl)sulfonyl)-1H-indole